Cl.C(CCC)N1C(C2=CN=CC=C2C(=C1)C1=CC(=C(C=C1)OC1CCNCC1)OC)=O 2-butyl-4-(3-methoxy-4-(piperidin-4-yloxy)phenyl)-2,7-naphthyridin-1(2H)-one hydrochloride